COC(C1=C(C(=C(C=C1)S(=O)(=O)C)S)Cl)=O 2-Chloro-3-mercapto-4-methylsulfonyl-benzoic acid methyl ester